OCC(CC(=O)NCC=C)N1CCOC2(CCN(C2)C2=CC=C(C=C2)OC(F)(F)F)C1 4-Hydroxy-N-(prop-2-en-1-yl)-3-{2-[4-(trifluoromethoxy)phenyl]-6-oxa-2,9-diazaspiro[4.5]decan-9-yl}butanamide